O=C1N(C(C=C1)=O)CCNC([C@H](CC1=CC=CC=C1)NC(CNC(OC(C)(C)C)=O)=O)=O tert-butyl (S)-(2-((1-((2-(2,5-dioxo-2,5-dihydro-1H-pyrrole-1-yl)ethyl)amino)-1-oxo-3-phenylpropane-2-yl)amino)-2-oxoethyl)carbamate